C1(=CC=CC=C1)N(C=1C=C2C=3C=C(C=CC3N(C2=CC1)CC)C=O)C1=CC=CC=C1 6-(diphenylamino)-9-ethyl-9H-carbazole-3-carbaldehyde